CC1(CNC(CS1(=O)=O)(C=1C=CC2=C(NC3=C(CC2)C=CC(=C3)C)C1)C)C 2,2,5-trimethyl-5-(7-methyl-10,11-dihydro-5H-dibenzo[b,f]azepin-3-yl)thiomorpholine 1,1-dioxide